(3-Pyridyldithio)propionic acid N1=CC(=CC=C1)SSC(C(=O)O)C